NC1=NC(=C(C(=C1C#N)C1=CC(=CC=C1)C1=CSC=C1)C#N)N1CCCCC1 2-amino-6-(piperidin-1-yl)-4-(3-(thiophen-3-yl)phenyl)pyridine-3,5-dicarbonitrile